N-[2-(5-Butylsulfonyl-1H-indol-3-yl)ethyl]acetamide C(CCC)S(=O)(=O)C=1C=C2C(=CNC2=CC1)CCNC(C)=O